C1(=CC=CC=C1)C[I+]C phenyldimethyl-iodonium